tert-butyl (((4R,6R)-6-(2-(2-(4-fluorophenyl)-5-isopropyl-3-phenyl-4-(phenylcarbamoyl)-1H-pyrrol-1-yl)ethyl)-2,2-dimethyl-1,3-dioxan-4-yl)methyl)carbamate FC1=CC=C(C=C1)C=1N(C(=C(C1C1=CC=CC=C1)C(NC1=CC=CC=C1)=O)C(C)C)CC[C@@H]1C[C@@H](OC(O1)(C)C)CNC(OC(C)(C)C)=O